rac-4-(2,3-dichloro-6-((2-(trimethylsilyl)ethoxy)methoxy)phenyl)-1-(2-methylpyridin-4-yl)pyrrolidin-2-one ClC1=C(C(=CC=C1Cl)OCOCC[Si](C)(C)C)[C@H]1CC(N(C1)C1=CC(=NC=C1)C)=O |r|